COC=1C(=NC=CC1C1=NOC(=N1)C)NC1=C(N=NC(=C1)NC(CC)=O)C(=O)NC([2H])([2H])[2H] 4-{[3-Methoxy-4-(5-methyl-1,2,4-oxadiazol-3-yl)pyridin-2-yl]amino}-N-(2H3)methyl-6-propanamidopyridazin-3-carboxamid